C1(=CC=CC=C1)P(C(C1=C(C=C(C=C1C)C)C)=O)(C(C1=C(C=C(C=C1C)C)C)=O)=O phenylbis(2,4,6-trimethylbenzoyl)phosphorus oxide